OC1(CN(CCOC1)C(=O)OC(C)(C)C)C tert-butyl 6-hydroxy-6-methyl-1,4-oxazepane-4-carboxylate